2-{[(2S,4S)-4-({2-[(2,4-Difluorophenoxy)methyl]pyrimidin-4-yl}oxy)-2-methylpiperidin-1-yl]methyl}-4-fluoro-1-{[(2S)-oxetan-2-yl]methyl}-1H-1,3-benzodiazole-6-carboxylic acid FC1=C(OCC2=NC=CC(=N2)O[C@@H]2C[C@@H](N(CC2)CC2=NC3=C(N2C[C@H]2OCC2)C=C(C=C3F)C(=O)O)C)C=CC(=C1)F